2-[(3E)-4,8-Dimethylnona-3,7-dienyl]-2-methyl-7-[(E)-2-phenylethenyl]chromen-5-ol C\C(=C/CCC1(OC=2C=C(C=C(C2C=C1)O)\C=C\C1=CC=CC=C1)C)\CCC=C(C)C